COC(=O)C=1C=CC2=C(N(C(=N2)CC2=C(C=C(C=C2)C2=NC(=CC=C2)O)F)CCOC)C1 (2-fluoro-4-(6-hydroxypyridin-2-yl)benzyl)-1-(2-methoxyethyl)-1H-benzo[d]imidazole-6-carboxylic acid methyl ester